ClC=1C=C(C(=C(C=NC(C(=O)O)CC2=CC=C(C=C2)O)C1)OC(C(C)C)=O)OC(C1=CC=C(C=C1)C)=O 2-(5-chloro-2-(isobutyryloxy)-3-(4-methyl-benzoyloxy)benzylideneamino)-3-(4-hydroxyphenyl)propanoic acid